2-[tert-butyl(dimethyl)silyl]oxy-N-[4-(3-methylsulfanyl-4-nitro-phenoxy)pyridyl]acetamide [Si](C)(C)(C(C)(C)C)OCC(=O)NC1=NC=CC(=C1)OC1=CC(=C(C=C1)[N+](=O)[O-])SC